(S)-5-fluoro-4-(5-(hydroxymethyl)-1-methyl-1H-1,2,4-triazol-3-yl)-2-((1,1,1-trifluoropropan-2-yl)oxy)benzoic acid FC=1C(=CC(=C(C(=O)O)C1)O[C@H](C(F)(F)F)C)C1=NN(C(=N1)CO)C